C(CC)(=O)C1=CC(=C2CNC(C2=C1)=O)C(F)(F)F 6-propionyl-4-(trifluoromethyl)isoindolin-1-one